O1C(CCCC1)N1N=CC(=C1)C(O)C1COCC1 [1-(oxan-2-yl)pyrazol-4-yl](oxolan-3-yl)methanol